C(C)(=O)OCC1(C(C(C23C1CC(CC2)C3)C)C)C (2,3,4-trimethyl-4-tricyclo[5.2.1.01,5]decanyl)methyl acetate